CC1(OB(OC1(C)C)C=1C=C(C=CC1)C1=CC=NO1)C 5-(3-(4,4,5,5-tetramethyl-1,3,2-dioxaborolan-2-yl)phenyl)isoxazol